N,3-dimethyl-4-(5-(4-(2-oxopyrrolidin-1-yl)phenyl)pyridin-3-yl)-1H-pyrrolo[2,3-b]pyridine-2-carboxamide CNC(=O)C1=C(C=2C(=NC=CC2C=2C=NC=C(C2)C2=CC=C(C=C2)N2C(CCC2)=O)N1)C